N-{6-ethoxy-7-methoxy-1H,2H,3H-cyclopenta[b]quinolin-9-yl}-1-methylpiperidin-4-amine C(C)OC=1C(=CC=2C(=C3C(=NC2C1)CCC3)NC3CCN(CC3)C)OC